[Si](C)(C)(C(C)(C)C)OC1CN(CC=C(C1)C1=C(C(=CC=2C(COC21)C)NC2=NC(=CC(=N2)C)NC)F)C(=O)OC(C)(C)C tert-butyl 3-[tert-butyl(dimethyl)silyl]oxy-5-[6-fluoro-3-methyl-5-[[4-methyl-6-(methylamino) pyrimidin-2-yl]amino]-2,3-dihydrobenzofuran-7-yl]-2,3,4,7-tetrahydroazepine-1-carboxylate